O-phenyl-hydroxylamine sulfate S(=O)(=O)(O)O.C1(=CC=CC=C1)ON